ClC=1C=C(C=CC1OC)N1C(CC[C@H]1C1=NC2=C(N1C1CCS(CC1)(=O)=O)C=CC(=C2)C=2C(=NOC2C)C)=O (S)-1-(3-chloro-4-methoxyphenyl)-5-(5-(3,5-dimethylisoxazol-4-yl)-1-(1,1-dioxidotetrahydro-2H-thiopyran-4-yl)-1H-benzo[d]imidazol-2-yl)pyrrolidin-2-one